(3aR,5s,6aS)-5-(4-(difluoromethoxy)-2-fluorophenoxy)hexahydrocyclopenta[c]pyrrole-2(1H)-carboxylic acid tert-butyl ester C(C)(C)(C)OC(=O)N1C[C@@H]2[C@H](C1)CC(C2)OC2=C(C=C(C=C2)OC(F)F)F